CN(C(=O)C=1C=NN2C1C=C(C=C2)NC(OC(C)(C)C)=O)C tert-butyl (3-(dimethylcarbamoyl)pyrazolo[1,5-a]pyridin-5-yl)carbamate